N-[3-Fluoro-4-[[3-[2-[[N-methylpiperid-4-yl]amino]pyrimidin-4-yl]-4-pyridyl]oxy]phenyl]2-chlorobenzenesulfonamide FC=1C=C(C=CC1OC1=C(C=NC=C1)C1=NC(=NC=C1)NC1CCN(CC1)C)NS(=O)(=O)C1=C(C=CC=C1)Cl